13-[(dimethylamino)methyl]-11-methyl-19-(naphthalen-1-yl)-14-oxa-2,5,11,16,19,23-hexaazatetracyclo[13.7.1.0^{2,7}.0^{17,22}]tricosa-1(23),15,17(22)-trien-10-one CN(C)CC1CN(C(CCC2CNCCN2C=2C=3CCN(CC3N=C(O1)N2)C2=CC=CC1=CC=CC=C21)=O)C